(R)-2-(3-(methylsulfanylmethyl)bicyclo[1.1.1]Pentane-1-yl)-3-oxohexahydroimidazo[1,5-a]Pyrazine-7(1H)-carboxylic acid tert-butyl ester C(C)(C)(C)OC(=O)N1C[C@@H]2N(CC1)C(N(C2)C21CC(C2)(C1)CSC)=O